C(C)(=O)OCCCCC=C(CC1=CCCC1=O)Br 3-(7-acetoxy-2-bromohept-2-en-1-yl)-4-ketocyclopent-2-en